FC1=C(C(=CC=C1)F)S(=O)(=O)NC=1C=C(C(=O)NC2=NC=CN=C2)C=CC1 3-((2,6-difluorophenyl)sulfonamido)-N-(pyrazin-2-yl)benzamide